N=1C=NN2C1C=C(C=C2)OC2=CC(=C(C=C2C)NC=2C1=C(N=CN2)C=CC(=N1)C1C[C@H]2CC[C@@H](C1)N2C(C=C)=O)F 1-((1R,3r,5S)-3-(4-((4-([1,2,4]triazolo[1,5-a]pyridin-7-yloxy)-2-fluoro-5-methylphenyl)amino)pyrido[3,2-d]pyrimidin-6-yl)-8-azabicyclo[3.2.1]octan-8-yl)prop-2-en-1-one